tert-Butyl 4-(6-(trifluoromethyl)-7-(2-fluorophenyl)quinazolin-4-yl)piperazine-1-carboxylate FC(C=1C=C2C(=NC=NC2=CC1C1=C(C=CC=C1)F)N1CCN(CC1)C(=O)OC(C)(C)C)(F)F